3-(2-(4-((tert-butyldimethylsilyl)oxy)butyl)cyclopropyl)-1-((R)-1-(4-(8-chloroimidazo[1,2-a]pyrazin-6-yl)-5-methoxypyridin-2-yl)ethyl)-1-ethylurea [Si](C)(C)(C(C)(C)C)OCCCCC1C(C1)NC(N(CC)[C@H](C)C1=NC=C(C(=C1)C=1N=C(C=2N(C1)C=CN2)Cl)OC)=O